2-(6-{[(3R,4S)-3-fluoro-2,2,6,6-tetramethylpiperidin-4-yl]amino}pyridazin-3-yl)-5-(1H-pyrazol-4-yl)pyridin-3-ol F[C@H]1C(NC(C[C@@H]1NC1=CC=C(N=N1)C1=NC=C(C=C1O)C=1C=NNC1)(C)C)(C)C